1-(6-(4-(3-Hydroxynaphthalen-1-yl)-5,6,7,8-tetrahydroquinazolin-2-yl)-2,6-diazaspiro[3.4]octan-2-yl)prop-2-en-1-one OC=1C=C(C2=CC=CC=C2C1)C1=NC(=NC=2CCCCC12)N1CC2(CN(C2)C(C=C)=O)CC1